6-amino-3,3-difluoro-hexan-1-ol NCCCC(CCO)(F)F